C1(CC1)C1=CC=C2C(NC(N(C2=C1)C=1C(=NC=CC1)C)=O)=O 7-cyclopropyl-1-(2-methylpyridin-3-yl)quinazolin-2,4(1h,3h)-dione